1-(7-Fluoro-1-oxo-5-(piperazin-1-yl)isoindolin-2-yl)dihydropyrimidine-2,4(1H,3H)-dione FC=1C=C(C=C2CN(C(C12)=O)N1C(NC(CC1)=O)=O)N1CCNCC1